[N+](=O)([O-])C=1C=C(C(N)=CC1)S(=O)(=O)O p-nitroaniline-ortho-sulfonic acid